trans-4-(methylamino)cyclohexylamine CN[C@@H]1CC[C@H](CC1)N